2-((1S,3R,5S)-adamantan-1-yl)-1-(naphthalen-2-yl)ethan-1-one C12(CC3CC(CC(C1)C3)C2)CC(=O)C2=CC3=CC=CC=C3C=C2